IC=1N=CN(C1I)CN(C(OC(C)(C)C)=O)CC tert-butyl ((4,5-diiodo-1H-imidazolyl)methyl)(ethyl)carbamate